2,4-difluoro-N-(2-methoxy-5-(8-(piperazine-1-yl)quinolin-2-yl)pyridin-3-yl)benzenesulfonamide trifluoroacetate FC(C(=O)O)(F)F.FC1=C(C=CC(=C1)F)S(=O)(=O)NC=1C(=NC=C(C1)C1=NC2=C(C=CC=C2C=C1)N1CCNCC1)OC